2-[4-hydroxy-6-(trifluoromethyl)pyridin-2-yl]-1-oxo-2,8-diazaspiro[4.5]decane-8-carboxylate OC1=CC(=NC(=C1)C(F)(F)F)N1C(C2(CC1)CCN(CC2)C(=O)[O-])=O